phenyl-azo-2-naphthol C1(=CC=CC=C1)N=NC1=C(C=CC2=CC=CC=C12)O